COC1=CSC=C1OC 3,4-bis(methoxy)thiophene